CO[C@H](C)[C@H]1C(NC=2C(=NC(=NC2N1C)N[C@@H]1C[C@H](C1)OC1=CC(=C(C(=C1)F)F)F)C)=O (S)-7-((R)-1-methoxyethyl)-4,8-dimethyl-2-((trans-3-(3,4,5-trifluorophenoxy)cyclobutyl)amino)-7,8-dihydropteridin-6(5H)-one